C1=CC(=CC=C1CSC[C@@H](C(=O)NCC(=O)O)NC(=O)CC[C@@H](C(=O)O)N)[N+](=O)[O-] S-(p-Nitrobenzyl)glutathione